(5-((4-methoxybenzyl)amino)-2-methyl-4-nitrophenyl)-methyl-2-morpholinoQuinoline COC1=CC=C(CNC=2C(=CC(=C(C2)C2=C(C(=NC3=CC=CC=C23)N2CCOCC2)C)C)[N+](=O)[O-])C=C1